1-(4-fluoro-2,6-dimethylphenyl)-3-(6-oxo-1,6-dihydropyridin-3-yl)-7-(trifluoromethyl)-2,3-dihydroquinazolin-4(1H)-one FC1=CC(=C(C(=C1)C)N1CN(C(C2=CC=C(C=C12)C(F)(F)F)=O)C1=CNC(C=C1)=O)C